tert-butyl-(±)-3-[(2-ethyl-5,8-dioxo-5,8-dihydro-4H-pyrazolo[1,5-a]pyrrolo[3,4-d]pyrimidin-6(7H)-yl)methyl]pyrrolidine C(C)(C)(C)N1C[C@@H](CC1)CN1C(C=2NC=3N(C(C2C1)=O)N=C(C3)CC)=O |r|